FC(OC1=CC=C(C=C1)C12CC(C1)(C2)C2CNC2)(F)F 3-[3-[4-(trifluoromethoxy)phenyl]-1-bicyclo[1.1.1]pentanyl]azetidine